butyl 4-cyano-2-(4-(trifluoromethyl)phenyl)-5,8-dihydropyrido[3,4-d]pyrimidine-7(6H)-carboxylate C(#N)C=1C2=C(N=C(N1)C1=CC=C(C=C1)C(F)(F)F)CN(CC2)C(=O)OCCCC